ClC=1C=NC=C(C1[C@@H](C)OC=1C=C2C(=NNC2=CC1)C1=CC2=C(OCCN2C(C=C)=O)N=C1)Cl 1-[7-[5-[(1R)-1-(3,5-dichloro-4-pyridyl)ethoxy]-1H-indazol-3-yl]-2,3-dihydro-pyrido[2,3-b][1,4]oxazin-1-yl]prop-2-en-1-one